Ethylphenyl-(2,4,6-trimethylbenzoyl)phosphinat C(C)OP(=O)(C(C1=C(C=C(C=C1C)C)C)=O)C1=CC=CC=C1